N1(CCCCC1)C(=O)ON(C1=C(C=CC=C1[N+](=O)[O-])NC(CCl)=O)C(C)(C)C tert-butyl-((2-(2-chloroacetamido)-6-nitrophenyl) amino) piperidine-1-carboxylate